N-(3-cyano-4-methyl-1H-indol-7-yl)-1-isopropyl-pyrazole-4-sulfonamide C(#N)C1=CNC2=C(C=CC(=C12)C)NS(=O)(=O)C=1C=NN(C1)C(C)C